{4-[(2s)-2-[(2s)-2-[6-(2,5-dioxopyrrol-1-yl)hexanamido]-3-methylbutanamido]propanamido]phenyl}methyl 4-nitrophenyl carbonate C(OCC1=CC=C(C=C1)NC([C@H](C)NC([C@H](C(C)C)NC(CCCCCN1C(C=CC1=O)=O)=O)=O)=O)(OC1=CC=C(C=C1)[N+](=O)[O-])=O